sodium 5-((5-(2-fluoropyridin-4-yl)-2,3-dihydro-1H-inden-4-yl) oxy)-1-((2-(trimethylsilyl) ethoxy) methyl)-1H-1,2,4-triazole-3-sulfinate FC1=NC=CC(=C1)C=1C(=C2CCCC2=CC1)OC1=NC(=NN1COCC[Si](C)(C)C)S(=O)[O-].[Na+]